2-((5-bromo-2-((3-(difluoromethoxy)phenyl)amino)pyrimidin-4-yl)amino)-N-methylbenzamide BrC=1C(=NC(=NC1)NC1=CC(=CC=C1)OC(F)F)NC1=C(C(=O)NC)C=CC=C1